tert-butyl (2S,5S)-5-(((tert-butyldiphenylsilyl)oxy)methyl)-2-((2-(7-chloro-1-methyl-1H-indazol-3-yl)propan-2-yl)carbamoyl)morpholine-4-carboxylate [Si](C1=CC=CC=C1)(C1=CC=CC=C1)(C(C)(C)C)OC[C@@H]1CO[C@@H](CN1C(=O)OC(C)(C)C)C(NC(C)(C)C1=NN(C2=C(C=CC=C12)Cl)C)=O